bis-(cyclopentadienyl)-zirconium dibromide [Br-].[Br-].C1(C=CC=C1)[Zr+2]C1C=CC=C1